Cl.C1(CC1)C1=C(C=C(C=C1)[C@@H](NC(=O)[C@H]1NC[C@@H](C1)F)C1=CC=CC=C1)F (2S,4R)-N-((S)-(4-cyclopropyl-3-fluorophenyl)(phenyl)methyl)-4-fluoropyrrolidine-2-carboxamide hydrochloride